FC(N1N=CC=C1I)F 1-(difluoromethyl)-5-iodopyrazole